N-((3S,4R)-4-((6-(2,6-dichloro-3,5-dimethoxyphenyl)pyrido[3,4-d]pyrimidin-2-yl)amino)pyrrolidin-3-yl)acrylamide ClC1=C(C(=C(C=C1OC)OC)Cl)C1=CC2=C(N=C(N=C2)N[C@H]2[C@H](CNC2)NC(C=C)=O)C=N1